N(=[N+]=[N-])C1=CC=C(C=C1)N1CCCC1 1-(4-azidophenyl)pyrrolidine